Tert-butyl 4-(5-chloro-2-formylphenyl)-1,4-diazacycloheptane-1-carboxylate ClC=1C=CC(=C(C1)N1CCN(CCC1)C(=O)OC(C)(C)C)C=O